2-methacrylamidoethanesulfonic acid, sodium salt [Na+].C(C(=C)C)(=O)NCCS(=O)(=O)[O-]